NC=1C=2N(C3=CC(=CC=C3N1)C(=O)N(C(C)C=1C=CC3=C(N=C(S3)C)C1)C)C=NN2 4-amino-N-methyl-N-(1-(2-methylbenzo[d]thiazol-5-yl)ethyl)-[1,2,4]triazolo[4,3-a]quinoxaline-8-carboxamide